N1CC(C1)OC=1C=C(C=CC1)S(=O)(=O)C1=CC(=C(C=C1)NC1=NN2C=NC(=C(C2=N1)OC(C)C)C=1C=NNC1)F N-{4-[3-(Azetidin-3-yloxy)benzenesulfonyl]-2-fluorophenyl}-8-isopropoxy-7-(1H-pyrazol-4-yl)-[1,2,4]triazolo[1,5-c]pyrimidin-2-amine